OC(CS(=O)(=O)O)(C)O 2-hydroxy-2-hydroxypropanesulfonic acid